5-(2-(Dimethylamino)ethoxy)-N-(1-(4-methoxyphenyl)cyclopropyl)-2-methylbenzamide CN(CCOC=1C=CC(=C(C(=O)NC2(CC2)C2=CC=C(C=C2)OC)C1)C)C